[SiH3]CC([SiH3])([SiH3])[SiH3] tetrasilylethane